1,3-Diaminopropane NCCCN